C(C)N1C(CCC1)=O ethyl-2-pyrrolidon